(S)-N-((S)-1-((2R,5'S)-5'-cyano-3-oxo-3,4-dihydrospiro[benzo[b][1,4]oxazine-2,3'-pyrrolidin]-1'-yl)-4-methyl-1-oxopentan-2-yl)-N-methyl-2-(2,2,2-trifluoroacetamido)propanamide C(#N)[C@@H]1C[C@@]2(CN1C([C@H](CC(C)C)N(C([C@H](C)NC(C(F)(F)F)=O)=O)C)=O)C(NC1=C(O2)C=CC=C1)=O